7-chloro-4-(methyl(pyridin-2-ylmethyl)amino)-1-phenylquinazolin-2(1H)-one ClC1=CC=C2C(=NC(N(C2=C1)C1=CC=CC=C1)=O)N(CC1=NC=CC=C1)C